8-(3-((4,4-bis(((Z)-oct-5-en-1-yl)oxy)butanoyl)oxy)-2-(((((1-ethylpiperidin-3-yl)methoxy)carbonyl)oxy)methyl)propoxy)-8-oxooctyl 2-butyloctanoate C(CCC)C(C(=O)OCCCCCCCC(=O)OCC(COC(CCC(OCCCC\C=C/CC)OCCCC\C=C/CC)=O)COC(=O)OCC1CN(CCC1)CC)CCCCCC